1,1-dichloropropane ClC(CC)Cl